OC1=C(C=C(C=2C(C3=CC=CC=C3C(C12)=O)=O)C(=O)O)CCC 1-hydroxy-2-propyl-9,10-anthraquinone-4-carboxylic acid